OC1=C(CN2CCN(CCN(CCN(CC2)CC(=O)O)CC(=O)O)CC(=O)O)C=CC=C1 2,2',2''-(10-(2-hydroxybenzyl)-1,4,7,10-tetraazacyclododecane-1,4,7-triyl)triacetic acid